2-Hydroxyethylmethacryldihydrogenphosphat OCCOP(=O)(OC(=O)C(=C)C)[O-]